NC1=CC=C(C=N1)C1=NC(=NC(=N1)N1CCOCC1)N1CCN(CC1)CCCCCC(=O)NO 6-(4-(4-(6-aminopyridin-3-yl)-6-morpholino-1,3,5-triazin-2-yl)piperazin-1-yl)-N-hydroxyhexanamide